C1(CC1)S(=O)(=O)N=C1[C@H](C=C(N=C1)N1N=C(C(=C1O)C1=CC=C(C#N)C=C1)C)C (S)-4-(1-(5-(cyclopropanesulfonylimino)-4-methylpyridin-2-yl)-5-hydroxy-3-methyl-1H-pyrazol-4-yl)benzonitrile